P(OC(C(CCCC)CC)C1=CC=C(C=C1C(C)(C)C)C(C)(C)C)([O-])[O-] 4,6-di-tert-butylphenyl-2-ethylhexyl phosphite